3-(triphenyl-lambda5-phosphino)piperidine-2,6-dione C1(=CC=CC=C1)P(C1C(NC(CC1)=O)=O)(C1=CC=CC=C1)C1=CC=CC=C1